5-(2-aminoethoxy)-2-(2,6-dioxopiperidin-3-yl)isoindoline-1,3-dione NCCOC=1C=C2C(N(C(C2=CC1)=O)C1C(NC(CC1)=O)=O)=O